N-ethyl-ethylenediamine hydrochloride Cl.C(C)NCCN